(R or S)-N-(1-(4,4-difluorocyclohexyl)-5-methyl-1H-pyrazol-3-yl)-4-(S-methylsulfonimidoyl)-2-(6-azaspiro[2.5]octan-6-yl)benzamide FC1(CCC(CC1)N1N=C(C=C1C)NC(C1=C(C=C(C=C1)[S@@](=O)(=N)C)N1CCC2(CC2)CC1)=O)F |o1:21|